C(C1=CC=C(C=C1)N=C=O)C1=CC=C(C=C1)N=C=O 4,4'-methylene-bis-phenyl isocyanate